Cl.CN([C@H](C(=O)NC=1C=C2C=CN=C(C2=CC1)O)C1=CSC=C1)C (S)-2-(dimethylamino)-N-(1-hydroxyisoquinolin-6-yl)-2-(thiophen-3-yl)acetamide hydrochloride